(3-(2-fluorophenyl)-1-(4-(trifluoromethyl)phenyl)-1H-indol-5-yl)acrylamide FC1=C(C=CC=C1)C1=CN(C2=CC=C(C=C12)C(C(=O)N)=C)C1=CC=C(C=C1)C(F)(F)F